(3,8-diazabicyclo[3.2.1]oct-8-yl)(phenyl)methanone hydrochloride Cl.C12CNCC(CC1)N2C(=O)C2=CC=CC=C2